3-((1r,4r)-4-(methylamino)cyclohexyl)urea CNC1CCC(CC1)NC(N)=O